N1(CCCC1)CCC(=O)N1CC=2N=CN=CC2CC1 7-(3-(pyrrolidin-1-yl)propanoyl)-5,6,7,8-tetrahydropyrido[3,4-d]pyrimidine